tert-butyl 9-(1'-(4-((4-(2-(3-chloro-5-cyanophenyl)propan-2-yl)phenoxy)methyl)pyrimidin-2-yl)-[1,4'-bipiperidin]-4-yl)-2,9-diazaspiro[5.5]undecane-2-carboxylate ClC=1C=C(C=C(C1)C#N)C(C)(C)C1=CC=C(OCC2=NC(=NC=C2)N2CCC(CC2)N2CCC(CC2)N2CCC3(CCCN(C3)C(=O)OC(C)(C)C)CC2)C=C1